methyl (S)-2-(3-oxo-6-(perfluorophenyl)-2,3-dihydro-4H-benzo[b][1,4]oxazin-4-yl)propanoate O=C1N(C2=C(OC1)C=CC(=C2)C2=C(C(=C(C(=C2F)F)F)F)F)[C@H](C(=O)OC)C